(S)-1-Cyclopropyl-3-methylpiperazine hydrochloride Cl.C1(CC1)N1C[C@@H](NCC1)C